OC1CCN(CC1)C1=C2C(=NC=C1)N(N=C2CNC(OC(C)(C)C)=O)C2=CC=C(C=C2)OC(F)(F)F tert-butyl ((4-(4-hydroxypiperidin-1-yl)-1-(4-(trifluoromethoxy)phenyl)-1H-pyrazolo[3,4-b]pyridin-3-yl)methyl)carbamate